O[C@H]1CC[C@H](CCC1)NC1=NC=C(C(=N1)NC(C)C)C(=O)N 2-((1S,4R)-4-hydroxycycloheptylamino)-4-(isopropylamino)pyrimidine-5-carboxamide